BrC\C=C(\CCC=C(C)C)/C (E)-1-bromo-3,7-dimethyloct-2,6-diene